4-(2-(Difluoromethyl)-2-methylbutanoyl)-2,3,4,5-tetrahydropyrido[3,4-f][1,4]oxazepine-9-Formonitrile FC(C(C(=O)N1CCOC2=C(C1)C=NC=C2C#N)(CC)C)F